methyl (Z)-2-iodo-3-methoxy-acrylate I\C(\C(=O)OC)=C/OC